Methyl 2-[[5-(cyclopropylmethoxy)-4-(3,4-dichlorophenyl) pyridine-2-carbonyl] amino]-2-ethylbutyrate C1(CC1)COC=1C(=CC(=NC1)C(=O)NC(C(=O)OC)(CC)CC)C1=CC(=C(C=C1)Cl)Cl